(S)-N'-((1,2,3,5,6,7-hexahydrodicyclopenta[b,e]pyridin-8-yl)carbamoyl)-5-(2-hydroxypropan-2-yl)thiophene-2-sulfonimidamide C1CCC2=NC3=C(C(=C21)NC(=O)N=[S@@](=O)(N)C=2SC(=CC2)C(C)(C)O)CCC3